C(C)N(C1=CC=CC2=CC=CC(=C12)N(CC)CC)CC N1,N1,N8,N8-tetraethyl-naphthalene-1,8-diamine